{[methyl({[6-(trifluoromethoxy)-1,3-benzothiazol-2-ylcarbamoyl]methyl}carbamoyl)methyl]amino}piperidine-1-carboxylate CC(C(NCC(NC=1SC2=C(N1)C=CC(=C2)OC(F)(F)F)=O)=O)NC2N(CCCC2)C(=O)[O-]